pyridinium-d Potassium aluminum sulfate salt S(=O)(=O)([O-])[O-].[Al+3].[K+].[N+]1(=CC=CC=C1)[2H]